3-(2-(2,6-dioxopiperidin-3-yl)-1,3-dioxoisoindolin-4-yl)-N-(3-((3aR,4R,9bR)-4-(hydroxymethyl)-1-tosyl-2,3,3a,4,5,9b-hexahydro-1H-pyrrolo[3,2-c]quinolin-8-yl)phenyl)propenamide O=C1NC(CCC1N1C(C2=CC=CC(=C2C1=O)C=CC(=O)NC1=CC(=CC=C1)C1=CC=2[C@H]3[C@@H]([C@@H](NC2C=C1)CO)CCN3S(=O)(=O)C3=CC=C(C)C=C3)=O)=O